N-(9-((2R,3R,4R,5S)-4-amino-3-((tert-butyldimethylsilyl)oxy)-5-(hydroxymethyl)tetrahydrofuran-2-yl)-9H-purin-6-yl)benzamide N[C@H]1[C@H]([C@@H](O[C@@H]1CO)N1C2=NC=NC(=C2N=C1)NC(C1=CC=CC=C1)=O)O[Si](C)(C)C(C)(C)C